3-bromopyrazolo[1,5-a]pyridin-6-ol BrC=1C=NN2C1C=CC(=C2)O